5-amino-2,3-dihydro-1,4-phthalazindione sodium salt [Na].NC1=C2C(NNC(C2=CC=C1)=O)=O